CC1=C(C=C(C(=C1)P(C1=CC=CC=C1)C1=CC=CC=C1)C)C1=CC(=C(C=C1)N)N 4-(2,5-dimethyl-4-diphenylphosphino-phenyl)o-phenylenediamine